BrC1=CC=C(C=C1)NCC(=O)OCC ethyl (4-bromophenyl)glycinate